C1(CCC1)NC1=CC(=NC(=N1)N1CCCCC1)C(=O)NC[C@@H](O)[C@H]1N(CC2=CC(=CC=C2C1)O)C(=O)OC(C)(C)C tert-butyl (3S)-3-[(1R)-2-[[6-(cyclobutylamino)-2-(1-piperidyl)pyrimidine-4-carbonyl]amino]-1-hydroxy-ethyl]-7-hydroxy-3,4-dihydro-1H-isoquinoline-2-carboxylate